tert-Butyl N-[2-[(2S)-2-(tert-butoxycarbonylamino)propanoyl]-3,5-dichloro-thieno[3,2-b]pyridin-7-yl]-N-(2-thienylmethyl)carbamate C(C)(C)(C)OC(=O)N[C@H](C(=O)C1=C(C2=NC(=CC(=C2S1)N(C(OC(C)(C)C)=O)CC=1SC=CC1)Cl)Cl)C